CC=1C(=C(C=C(C1)C(F)(F)F)O)C=1N=NC(=CC1)N[C@@H]1CCCN2CCC[C@H]12 |r| (rac)-3-methyl-2-(6-(((8r,8ar)-octahydroindolizin-8-yl)amino)pyridazin-3-yl)-5-(trifluoromethyl)phenol